CC(CCCCCC(=O)N(CC(C)OOC)CC(C)OOC)C 7-methyl-N,N-bis(2-(methyl-peroxy)propyl)octanamide